NC1=NC2=CC=C(C=C2C=C1C)C(=O)N(CC1=NC=C(C=C1)C(F)(F)F)CC1=NC=NC=C1 2-amino-3-methyl-N-(4-pyrimidinylmethyl)-N-((5-(trifluoromethyl)-2-pyridinyl)methyl)-6-quinolinecarboxamide